2,2-bis(4-glycidyloxyphenyl)adamantane C(C1CO1)OC1=CC=C(C=C1)C1(C2CC3CC(CC1C3)C2)C2=CC=C(C=C2)OCC2CO2